2-amino-4-nitro-N-(hydroxyethyl)aniline NC1=C(NCCO)C=CC(=C1)[N+](=O)[O-]